Cl[Rh-5](Cl)(Cl)(Cl)(Cl)(Cl)(Cl)Cl pentachlororhodium (III) chloride dichloride